N-(7-(hydroxyamino)-7-oxoheptyl)-4-(3-(4-(trifluoromethoxy)phenyl)ureido)benzamide ONC(CCCCCCNC(C1=CC=C(C=C1)NC(=O)NC1=CC=C(C=C1)OC(F)(F)F)=O)=O